ClC1=CC=C(C(=N1)C(=O)O)N[C@H](C)C=1C=C(C=C2C(C(=C(OC12)SCC)C)=O)C 6-Chloro-3-[[(1R)-1-(2-ethylsulfanyl-3,6-dimethyl-4-oxo-chromen-8-yl)ethyl]amino]pyridine-2-carboxylic acid